OC1CCN(C1)C(=O)O.BrCC1=CC=C(C(=N1)N1CCOCC1)C(F)(F)F 4-[6-(bromomethyl)-3-(trifluoromethyl)pyridin-2-yl]Morpholine 4-hydroxypyrrolidine-1-carboxylate